1-((4-cyanophenyl)sulfonyl)-N-(5,7-dimethylbenzo[d]thiazol-2-yl)piperidine-4-carboxamide C(#N)C1=CC=C(C=C1)S(=O)(=O)N1CCC(CC1)C(=O)NC=1SC2=C(N1)C=C(C=C2C)C